ClC=1C=C(OC2CCC(CC2)C(=O)OC(C)(C)C)C=CC1C1=NOC(=N1)C Tert-butyl ((1r,4r)-4-(3-chloro-4-(5-methyl-1,2,4-oxadiazol-3-yl) phenoxy) cyclohexyl)carboxylate